2-methyl-9,10-bis(n-propylcarbonyloxy)anthracene CC1=CC2=C(C3=CC=CC=C3C(=C2C=C1)OC(=O)CCC)OC(=O)CCC